5-methoxychromone COC1=C2C(C=COC2=CC=C1)=O